C(C1=CC=CC=C1)N[C@H]1CN(CCC1)C1=CC=C(C=N1)C=1C=2N(C=C(C1)OCC)N=CC2C#N (R)-4-(6-(3-(benzylamino)piperidin-1-yl)pyridin-3-yl)-6-ethoxypyrazolo[1,5-a]pyridine-3-carbonitrile